OC(C(=O)OCCCCCC(=O)OC\C=C/CCCCCC)CC(=O)OCCCCCC(=O)OC\C=C/CCCCCC Bis(6-(((Z)-non-2-en-1-yl)oxy)-6-oxohexyl) 2-hydroxysuccinate